C(C1=CC=CC=C1)NC(NC1=C(N=NN1C)C1=CC=C(C(=N1)C)O[C@@H]1C[C@H](CCC1)C(=O)OC)=O Methyl (1S,3S)-3-((6-(5-(3-benzylureido)-1-methyl-1H-1,2,3-triazol-4-yl)-2-methylpyridin-3-yl)oxy)cyclohexane-1-carboxylate